O1C(=CC=C1)C(CCC(C=C)=O)(C)C 6-(2-furyl)-6-methyl-1-hepten-3-one